(S)-1-benzyl-7'-(3,5-difluorophenyl)dihydro-1'H,3'H,5'H-spiro[piperidine-4,2'-pyrazolo[1,2-a]pyrazol]-1'-one C(C1=CC=CC=C1)N1CCC2(CN3N([C@@H](CC3)C3=CC(=CC(=C3)F)F)C2=O)CC1